2,3,3'-tripropoxybenzidine C(CC)OC1=C(C=CC(=C1OCCC)N)C1=CC(=C(N)C=C1)OCCC